C(C)[C@]1(C(OCC=2C(N3CC=4C(=NC=5C=C(C(=C6C5C4[C@H](CC6)NC(C6=CC=C(C=C6)O)=O)C)F)C3=CC21)=O)=O)O N-((1S,9S)-9-ethyl-5-fluoro-9-hydroxy-4-methyl-10,13-dioxo-2,3,9,10,13,15-hexahydro-1H,12H-benzo[de]pyrano[3',4':6,7]indolizino[1,2-b]quinolin-1-yl)-4-hydroxybenzamide